(RS)-4-Fluoro-N-[4-(2-pyrrolidin-2-yl-ethyl)-phenyl]-benzamide FC1=CC=C(C(=O)NC2=CC=C(C=C2)CC[C@H]2NCCC2)C=C1 |r|